1-Bromo-4-(bromomethyl)-2-chlorobenzene BrC1=C(C=C(C=C1)CBr)Cl